O=C([C@@H](O)[C@@H](O)[C@H](O)[C@H](O)CO)O D-Mannonic acid